ClC1=C(C=C(OCC(=O)NC23CC(C2)(C3)C=3OC(=NN3)C3CC3)C=C1)F 2-(4-Chloro-3-fluoro-phenoxy)-N-[3-(5-cyclopropyl-1,3,4-oxadiazol-2-yl)-1-bicyclo[1.1.1]pentanyl]acetamide